iso-propylethylaminofluorosilane C(C)(C)[SiH](F)NCC